C(CC)=NO propionaldoxime